heptadecan-9-yl (Z)-6-(cyanoimino)-2,5-dimethyl-11-(8-(nonyloxy)-8-oxooctyl)-2,5,7,11-tetraazanonadecan-19-oate C(#N)\N=C(/N(CCN(C)C)C)\NCCCN(CCCCCCCC(=O)OC(CCCCCCCC)CCCCCCCC)CCCCCCCC(=O)OCCCCCCCCC